6-tert-butyl-10-chloro-3-iodo-9-(3-methoxypropoxy)-6H,7H-pyrido[2,1-a]isoquinolin-2-one C(C)(C)(C)C1N2C(C3=CC(=C(C=C3C1)OCCCOC)Cl)=CC(C(=C2)I)=O